2-(benzyloxy)-6-methoxypyridin-3-amine C(C1=CC=CC=C1)OC1=NC(=CC=C1N)OC